BrC=1C=C2C(=C3C(N(C(C13)C1=C(C=CC(=C1)F)Cl)CC1=CC=C(C=C1)OC)=O)N=C(S2)NC(C)=O N-(5-bromo-6-(2-chloro-5-fluorophenyl)-7-(4-methoxybenzyl)-8-oxo-7,8-dihydro-6H-thiazolo[4,5-e]isoindol-2-yl)acetamide